C(C)N1CCN(CC1)C1=C(C=C(C(=C1)OC)NC1=NC=NC(=C1)N1OCC[C@@H]1CC1=CC(=CC=C1)OC1=CC(=CC=C1)F)NC(C=C)=O (S)-N-(2-(4-ethyl-piperazin-1-yl)-5-((6-(3-(3-(3-fluoro-phenoxy)benzyl)-isoxazolidin-2-yl)-pyrimidin-4-yl)-amino)-4-methoxy-phenyl)acrylamide